Butyl (5-((tert-butyldimethylsilyl)oxy)pentyl)(4,4-difluorocyclohexyl)carbamate [Si](C)(C)(C(C)(C)C)OCCCCCN(C(OCCCC)=O)C1CCC(CC1)(F)F